[N-](S(=O)(=O)C(F)(F)F)S(=O)(=O)C(F)(F)F.[N-](S(=O)(=O)C(F)(F)F)S(=O)(=O)C(F)(F)F.[Cu+2] copper (II) di-bis(trifluoromethylsulfonyl)imide